tert-butyl 1-(hydroxymethyl)-2-oxabicyclo[2.1.1]hexane-4-carboxylate OCC12OCC(C1)(C2)C(=O)OC(C)(C)C